C(CCCN=C=O)CCN=C=O 1,6-Hexamethylene Diisocyanate